benzyl 3-(2-(1-((tert-butoxycarbonyl)amino)-2-hydroxypropan-2-yl)-6-(4-fluorophenyl)pyridin-4-yl)-3-methylpyrrolidine-1-carboxylate C(C)(C)(C)OC(=O)NCC(C)(O)C1=NC(=CC(=C1)C1(CN(CC1)C(=O)OCC1=CC=CC=C1)C)C1=CC=C(C=C1)F